ClC=1C=C2CCN([C@H](C2=C(C1)Cl)C)C(=O)[C@H]1CN(CCO1)C=1C2=C(C=NC1)N=C(O2)NCCN2CCCCC2 ((S)-6,8-dichloro-1-methyl-3,4-dihydroisoquinolin-2(1H)-yl)((R)-4-(2-((2-(piperidin-1-yl)ethyl)amino)oxazolo[4,5-c]pyridin-7-yl)morpholin-2-yl)methanone